ethyl 2-[6-(difluoromethyl)imidazo[1,2-a]pyridin-2-yl]acetate FC(C=1C=CC=2N(C1)C=C(N2)CC(=O)OCC)F